OCC1C2C=CC(C1CO)C2 5,6-bis(hydroxymethyl)norbornene